C(C)N(P(=O)(N(CC)CC)N(CC)CC)CC hexaethyl-phosphoryl-triamine